C(CC)NC1=C(C=CC=C1)NC1=CC=CC=C1 N-propyl-N'-phenyl-phenylenediamine